6-bromo-2,3-diphenylquinoxaline BrC=1C=C2N=C(C(=NC2=CC1)C1=CC=CC=C1)C1=CC=CC=C1